ClC1=CC=CC(=N1)C(=O)N1CC(CC1)C1=C(C=C(C=C1)OC1=C(C=CC=C1)C(C)C)CO (6-chloropyridin-2-yl)(3-(2-(hydroxymethyl)-4-(2-isopropylphenoxy)phenyl)pyrrolidin-1-yl)methanone